7-(1-tert-butyl-1H-pyrazol-4-yl)-5-methoxyquinoline C(C)(C)(C)N1N=CC(=C1)C1=CC(=C2C=CC=NC2=C1)OC